(S)-4-(2-(4-(5-chloro-2-(4-(trifluoromethyl)-1H-1,2,3-triazol-1-yl)phenyl)-5-methoxy-2-oxopyridin-1(2H)-yl)-3-(1-methyl-1H-pyrazol-3-yl)propanamido)benzoic acid ClC=1C=CC(=C(C1)C1=CC(N(C=C1OC)[C@H](C(=O)NC1=CC=C(C(=O)O)C=C1)CC1=NN(C=C1)C)=O)N1N=NC(=C1)C(F)(F)F